FC(S(=O)(=O)OC=1C=2C(N(C(C1)=O)C([2H])([2H])[2H])=CN(N2)C2OCCCC2)(F)F 4-(methyl-d3)-5-oxo-2-(tetrahydro-2H-pyran-2-yl)-4,5-dihydro-2H-pyrazolo[4,3-b]pyridin-7-yl trifluoromethanesulfonate